FC1=C(C=C(C(=C1)OC1=CC=2N(C=C1)N=CN2)C)NC=2C1=C(N=CN2)C=NC(=C1)N1C(/C(/CC1)=C/C1CN(C1)C)=O (3E)-1-{4-[(2-fluoro-5-methyl-4-{[1,2,4]triazolo[1,5-a]pyridin-7-yloxy}phenyl)amino]pyrido[3,4-d]pyrimidin-6-yl}-3-[(1-methylazetidin-3-yl)methylidene]pyrrolidin-2-one